3-methyl-1-(o-tolyl)-1H-pyrazol-5-ol CC1=NN(C(=C1)O)C1=C(C=CC=C1)C